FC1=C(C=CC=C1)C1=CC(=CN1S(=O)(=O)C=1C=NC=C(C1)N1N=CC(=C1)COC)CN(C(OC(C)(C)C)=O)C tert-butyl N-{[5-(2-fluorophenyl)-1-({5-[4-(methoxymethyl)-1H-pyrazol-1-yl] pyridin-3-yl} sulfonyl)-1H-pyrrol-3-yl] methyl}-N-methylcarbamate